1-eicosyl-2-nonadecanoyl-glycero-3-phosphoserine C(CCCCCCCCCCCCCCCCCCC)OCC(OC(CCCCCCCCCCCCCCCCCC)=O)COP(=O)(O)OC[C@H](N)C(=O)O